ClC1=C(C=CC=C1NC(=O)C1=NN2C([C@H](CCC2)N2CCC2)=C1)C1=C(C(=CC=C1)NC=1C2=C(N=C(N1)C(F)(F)F)C=CC=N2)Cl (S)-1-(2-((2,2'-dichloro-3'-((2-(trifluoromethyl)pyrido[3,2-d]pyrimidin-4-yl)amino)-[1,1'-biphenyl]-3-yl)carbamoyl)-4,5,6,7-tetrahydropyrazolo[1,5-a]pyridin-4-yl)azetidine